CN(C1=CC=C(C=C1)N=C=O)C 4-Dimethylaminophenylisocyanate